NC1=C(C=CC(=C1)C(=O)O)C1=CC=CC=C1 aminobiphenyl-4-carboxylic acid